ClC1=C(C=C(C=C1)C1=NN=C(O1)C(=O)O)F 5-(4-chloro-3-fluorophenyl)-1,3,4-oxadiazole-2-carboxylic acid